3,7-dimethyl-octa-1,6-dien-3-ol CC(C=C)(CCC=C(C)C)O